(1S,2S)-2-((2-methyl-6-(1-methyl-5-((((R)-1-phenylethoxy)carbonyl)amino)-1H-1,2,3-triazol-4-yl)pyridin-3-yl)carbamoyl)cyclohexane-1-carboxylic acid CC1=NC(=CC=C1NC(=O)[C@@H]1[C@H](CCCC1)C(=O)O)C=1N=NN(C1NC(=O)O[C@H](C)C1=CC=CC=C1)C